BrC1=C(C=CC2=C1C(N(S2(=O)=O)CC2=CC=C(C=C2)OC)=O)OC=2C=C(C#N)C=C(C2)F 3-((4-bromo-2-(4-methoxybenzyl)-1,1-dioxido-3-oxo-2,3-dihydrobenzo[d]isothiazol-5-yl)oxy)-5-fluorobenzonitrile